n-propyl 4-nitro-α-cyanocinnamate [N+](=O)([O-])C1=CC=C(C=C(C(=O)OCCC)C#N)C=C1